NC=1C=CC(=NC1OCCCNC1=NC(=NC=C1Cl)Cl)C(C#N)(C)C 2-(5-amino-6-(3-((2,5-Dichloropyrimidin-4-yl)amino)propoxy)pyridin-2-yl)-2-methylpropionitrile